4-{3-[(3aR,4R,6R,6aS)-6-{2,4-dichloropyrrolo[2,3-d]pyrimidin-7-yl}-2,2-dimethyl-tetrahydro-3aH-cyclopenta[d][1,3]dioxol-4-yl]phenyl}-1,2-thiazole ClC=1N=C(C2=C(N1)N(C=C2)[C@@H]2C[C@@H]([C@@H]1[C@H]2OC(O1)(C)C)C=1C=C(C=CC1)C=1C=NSC1)Cl